FC1=C(OCC2=CC=C(N=N2)N2C(NC(CC2)=O)=O)C(=CC=C1F)C=1N=C(SC1)N1CCOCC1 1-(6-((2,3-difluoro-6-(2-morpholinothiazol-4-yl)phenoxy)methyl)pyridazin-3-yl)dihydropyrimidine-2,4(1H,3H)-dione